CC1=CC(=NC(=C1N1CCC2(OCCO2)CC1)C)C1C(NC(CC1)=O)=O 3-(4,6-dimethyl-5-(1,4-dioxa-8-azaspiro[4.5]decan-8-yl)pyridin-2-yl)piperidine-2,6-dione